CN1C(C2=C(N=C(N=C2NC2(CC2)C)NC=2C=NN(C2)C2CCNCC2)C=C1)=O 6-methyl-4-((1-methylcyclopropyl)amino)-2-((1-(piperidin-4-yl)-1H-pyrazol-4-yl)amino)pyrido[4,3-D]pyrimidin-5-one